(2-fluoro-3,4,5,6-tetradeuterophenyl)-1H-pyrrole-3-carboxylic acid FC1=C(C(=C(C(=C1[2H])[2H])[2H])[2H])N1C=C(C=C1)C(=O)O